3-hydroxy-2-(pyridin-3-yl)propan-1-one OCC(C=O)C=1C=NC=CC1